3-(5-(((1S,2S)-2-(4-methoxy-4-methylpiperidin-1-yl)cyclohexyl)oxy)-1-oxoisoindolin-2-yl)piperidine-2,6-dione COC1(CCN(CC1)[C@@H]1[C@H](CCCC1)OC=1C=C2CN(C(C2=CC1)=O)C1C(NC(CC1)=O)=O)C